N1=CC(=C2N1C=CN=C2)C(=O)N2CC1=C(CC2)C(=CS1)C(=O)NC1=CC(=CC=C1)C(F)(F)F 6-(pyrazolo[1,5-a]pyrazine-3-carbonyl)-N-(3-(trifluoro-methyl)phenyl)-4,5,6,7-tetrahydrothieno[2,3-c]pyridine-3-carboxamide